[Au](Cl)(Cl)Cl.CP(C1=CC=CC=C1)C (dimethyl-phenylphosphine) gold chloride